C[C@@H]1CN=C(CC1)C=1C=C2CCC(N(C2=CC1)COCC[Si](C)(C)C)=O |r| 6-[rac-(3S)-3-Methyl-2,3,4,5-tetrahydropyridin-6-yl]-1-(2-trimethylsilylethoxymethyl)-3,4-dihydroquinolin-2-one